C(C=C)(=O)OC[SiH](OC)OC acryloxymethyl-dimethoxysilane